4-{(3S,5aR,6R,7R,8aS)-6-[(1E)-4-(2,5-difluorophenoxy)-3-oxo-1-buten-1-yl]-7-hydroxyoctahydro-2H-cyclopenta[b]oxepin-3-yl}butanoic acid FC1=C(OCC(/C=C/[C@H]2[C@@H](C[C@@H]3OC[C@H](CC[C@@H]32)CCCC(=O)O)O)=O)C=C(C=C1)F